[6-(2-phenoxy-pyridin-3-yl)-naphthalen-2-yl]-methanol O(C1=CC=CC=C1)C1=NC=CC=C1C=1C=C2C=CC(=CC2=CC1)CO